ClC=1C=C2[C@](NC(NC2=CC1)=O)(C(F)(F)F)C#CC1CC1 (4S)-6-Chloro-4-cyclopropylethynyl-4-trifluoromethyl-3,4-dihydro-1H-quinazolin-2-one